N-cyclopentyl-4-(1,7-diaza-7-spiro[4.4]nonyl)-5-(3,5-difluorophenyl)nicotinamide C1(CCCC1)NC(C1=CN=CC(=C1N1CC2(CCCN2)CC1)C1=CC(=CC(=C1)F)F)=O